C1(=CC=C(C=C1)OCCO)C1=CC=C(C=C1)OCCO 2,2'-[(1,1'-biphenyl)-4,4'-diylbis(oxy)]bisethanol